3-(5-fluoro-2',3'-dimethyl[3,4'-bipyridin]-2-yl)-3-methoxy-5,5-dimethyl-6-oxocyclohex-1-ene-1-carbonitrile FC=1C=C(C(=NC1)C1(C=C(C(C(C1)(C)C)=O)C#N)OC)C1=C(C(=NC=C1)C)C